BrC1=CC2=C(N(C(OC2C=C)=O)S(=O)(=O)C2=CC=C(C)C=C2)C=C1 6-bromo-1-tosyl-4-vinyl-1,4-dihydro-2H-benzo[d][1,3]oxazine-2-one